COC1=C(CCN)C=C(C(=C1)C)OC 2,5-dimethoxy-4-methylphenethylamine